CC1=NC=2C(=NC(=CC2)C=2C=CN3N=C(N=CC32)N[C@@H]3C[C@@H](C3)N)N1C cis-N1-(5-(2,3-dimethyl-3H-imidazo[4,5-b]pyridin-5-yl)pyrrolo[2,1-f][1,2,4]triazin-2-yl)cyclobutane-1,3-diamine